C(C1=CC=CC=C1)N1C(C2=CC=C(C=C2CC1)OC1=C(C=C(C=C1Cl)[N+](=O)[O-])Cl)=O 2-benzyl-6-(2,6-dichloro-4-nitrophenoxy)-3,4-dihydroisoquinolin-1(2H)-one